C(#C)C=1SC=C(N1)NC(N[C@@H](COC(N)=O)C1=CC=C(C=C1)C=1C=CC=C2C=CN=C(C12)O)=O Carbamic acid (R)-2-(3-(2-ethynylthiazol-4-yl) ureido)-2-(4-(1-hydroxyisoquinolin-8-yl) phenyl)-ethyl ester